CN1C(N(CC1)[C@H]1CN(CCC1)C=1N=C(C(=NC1)C(=O)N)NC1=CC=C(C=C1)N1CCNCC1)=O 5-[(3R)-3-(3-methyl-2-oxoimidazolidin-1-yl)piperidin-1-yl]-3-{[4-(piperazin-1-yl)phenyl]amino}pyrazine-2-carboxamide